C1[C@@H]2[C@H]([C@@H]([C@@H]([C@](O1)(O2)N)S(=O)(=O)O)O)O 2-sulfo-amino-1,6-anhydro-2-deoxy-β-D-mannopyranose